BrC[C@@H]1CC[C@H](CC1)C(=O)OC methyl trans-4-(bromomethyl)cyclohexanecarboxylate